3-(1-oxo-5-(1,2,3,4-tetrahydroquinoline-1-carbonyl)isoindolin-2-yl)piperidine-2,6-dione O=C1N(CC2=CC(=CC=C12)C(=O)N1CCCC2=CC=CC=C12)C1C(NC(CC1)=O)=O